(2S)-N-((R)-7,8-Dichloro-6-(difluoromethyl)-1-methyl-2-oxo-1,2,3,4,5,6-hexahydroazepino[4,5-b]indol-10-yl)-2-hydroxypropanamide ClC1=C(C=C(C=2C3=C(N(C12)C(F)F)CCNC([C@@H]3C)=O)NC([C@H](C)O)=O)Cl